(4S)-1,1-dichloro-4-methyl-6-azaspiro[2.5]octane ClC1(CC12[C@@H](CNCC2)C)Cl